N'-Isopropyl-oxamide C(C)(C)NC(C(N)=O)=O